[1,3,2]Oxaazaphospholane O1PNCC1